FC(C1=NN=C(O1)C1=CC(=C(CN2N=NC(=C2C=O)C2=CC=CC=C2)C=C1)F)F 1-(4-(5-(difluoromethyl)-1,3,4-oxadiazol-2-yl)-2-fluorobenzyl)-4-phenyl-1H-1,2,3-triazol-5-carbaldehyde